N-(4-methoxyphenyl)-3-(2-pyridyl)-5-ethyl-2-benzyl-4-phenylpyrrole COC1=CC=C(C=C1)N1C(=C(C(=C1CC)C1=CC=CC=C1)C1=NC=CC=C1)CC1=CC=CC=C1